FC1=C2[C@H](N(C(C2=CC=C1C1=NC=CC(=C1)CN1C[C@H](CC1)O)=O)[C@H]1C(NC(CC1)=O)=O)C (R)-3-((R)-4-fluoro-5-(4-(((S)-3-hydroxypyrrolidin-1-yl)methyl)pyridin-2-yl)-3-methyl-1-oxoisoindolin-2-yl)piperidine-2,6-dione